S1C=CC2=C1C(=CC=C2)C(=C)C=2N=CNC2 4-[1-(1-benzothiophene-7-yl)vinyl]-1H-imidazole